FC=1C=C(C=NC1)C=1C(=NC=C(C1)C(=O)N[C@@H](CO)C)OC1=CC=C(C=C1)C(F)(F)F 5'-fluoro-N-[(2R)-1-hydroxypropan-2-yl]-2-[4-(trifluoromethyl)phenoxy][3,3'-bipyridine]-5-carboxamide